CC(CCCCCCCCCCCCCC)C=1NC(OC1)=O 4-(hexadecan-2-yl)oxazol-2(3H)-one